[Cu].C(=C)C1(CC=C(N=C1)C1=NC=CC=C1)C=C 5,5-divinyl-2,2-bipyridine copper